COC(C(CCC)[N+]#[C-])=O 2-ISOCYANOVALERIC ACID METHYL ESTER